C(C)C=1C=C(C=CC1C)NC(=O)C=1N(C=CC1)CC1=CC=NC=C1 N-(3-ethyl-4-methylphenyl)-1-(pyridin-4-ylmethyl)-1H-pyrrole-2-carboxamide